C(#N)C=1C(=CC(=NC1)NC(=O)N1CCCC2=CC(=C(N=C12)C=O)C([2H])([2H])N1C(CN(CC1)C)=O)NCCSC N-(5-cyano-4-((2-(methylthio)ethyl)amino)pyridin-2-yl)-7-formyl-6-((4-methyl-2-oxopiperazin-1-yl)methyl-d2)-3,4-dihydro-1,8-naphthyridine-1(2H)-carboxamide